OC1CN(CC1)CC1(CCC1)CNC(=O)C1=CC2=C(S1)CCCCCC2 N-({1-[(3-hydroxypyrrolidin-1-yl)methyl]cyclobutyl}methyl)-4H,5H,6H,7H,8H,9H-cycloocta[b]thiophene-2-carboxamide